FC1=CC=C(C=C1)[C@@H](C(=O)C1=CC2=CC=CC=C2C=C1)NC1=CC=CC=C1 (S)-2-(4-Fluorophenyl)-1-(naphthalen-2-yl)-2-(phenylamino)ethan-1-one